8-methyl-1-naphthaldehyde CC=1C=CC=C2C=CC=C(C12)C=O